4-{4-[3-(4-chloro-3-trifluoromethylphenyl)-ureido]-3-fluorophenoxy}-pyridine-2-carboxylic acid methylamide CNC(=O)C1=NC=CC(=C1)OC1=CC(=C(C=C1)NC(=O)NC1=CC(=C(C=C1)Cl)C(F)(F)F)F